tert-butyl (R)-3-(6,7-dichloro-3-(2-morpholinoethyl)-4-oxo-3,4-dihydroquinazolin-2-yl)piperidine-1-carboxylate ClC=1C=C2C(N(C(=NC2=CC1Cl)[C@H]1CN(CCC1)C(=O)OC(C)(C)C)CCN1CCOCC1)=O